2-methyl-5-oxo-6-(pyridin-3-ylmethyl)-5,6-dihydro-1,6-naphthyridine-3-carboxylic acid CC1=NC=2C=CN(C(C2C=C1C(=O)O)=O)CC=1C=NC=CC1